Methyl-((1r,6r,e)-1-methyl-6-(((4-nitrophenoxy)carbonyl)oxy)cycloocta-4-ene-1-carbonyl)glycine CN(CC(=O)O)C(=O)[C@@]1(CC\C=C\[C@@H](CC1)OC(=O)OC1=CC=C(C=C1)[N+](=O)[O-])C